ON1N=NC=C1 1-hydroxy-1H-1,2,3-triazole